O1C(=NC=C1)CC(C(=O)N[C@@H](CCCC1=CC=CC=C1)B(O)O)NC(=O)C1=NC=CN=C1 ((R)-1-(3-(oxazol-2-yl)-2-(pyrazine-2-carboxamido)propanamido)-4-phenylbutyl)boronic acid